C1(CC1)C1=C(C(=NO1)C1=C(C=NC=C1Cl)Cl)COC12CCC(CC1)(CC2)C#CC=2SC1=C(N2)C(=CC=C1)F 2-((4-((5-Cyclopropyl-3-(3,5-dichloropyridin-4-yl)isoxazol-4-yl)methoxy)bicyclo[2.2.2]octan-1-yl)ethynyl)-4-fluorobenzo[d]thiazol